6-[8-(difluoromethyl)-2-methyl-imidazo[1,2-B]pyridazin-6-yl]-4-fluoro-2-(1-methyl-4-piperidinyl)benzotriazole FC(C=1C=2N(N=C(C1)C=1C=C(C=3C(=NN(N3)C3CCN(CC3)C)C1)F)C=C(N2)C)F